C1(CC1)C1=C(C=C(C=C1)C=1N=C(SC1F)N)F 4-(4-cyclopropyl-3-fluorophenyl)-5-fluorothiazol-2-amine